OC(CN1CCOCC1)C=1SC(=C(N1)C(F)(F)F)C(=O)NC(C)C1=CC(=CC=C1)OC(F)(F)F 2-[1-hydroxy-2-(4-morpholinyl)ethyl]-N-[1-[3-(trifluoromethoxy)phenyl]ethyl]-4-(trifluoromethyl)-5-thiazolecarboxamide